(S)-4-hydroxy-N-(7-((3-hydroxyoxetan-3-yl)ethynyl)-5-methyl-4-oxo-2,3,4,5-tetrahydrobenzo[b][1,4]oxazepin-3-yl)pyridineamide OC1=CC(=NC=C1)C(=O)N[C@@H]1C(N(C2=C(OC1)C=CC(=C2)C#CC2(COC2)O)C)=O